C(C)(C)(C)OC(=O)NC1=NC=CC=C1 2-(tert-butoxycarbonyl-amino)pyridine